C(C)OC(=O)C=1C(=NC(=NC1)Cl)Cl ethyl-2,4-dichloropyrimidine-5-carboxylate